4-(benzylthio)-2-chloro-5-fluorobenzoic acid methyl ester COC(C1=C(C=C(C(=C1)F)SCC1=CC=CC=C1)Cl)=O